C[C@H](C[C@H](N)C(=O)O)C(=O)O (2s,4r)-4-methylglutamic acid